N1(CCCC1)CC1=CC=C(S1)C=1C=C(C=CC1)[C@@H](C)N (R)-1-(3-(5-(pyrrolidin-1-ylmethyl)thiophen-2-yl)phenyl)ethanamine